C(CCC)NC=1N=CC2=C(N(C(C=3C=C(C=CC23)CN2CCN(CC2)C)=O)[C@H]2C[C@@H](CC2)O)N1 3-(butylamino)-5-((1R,3R)-3-hydroxycyclopentyl)-8-((4-methylpiperazin-1-yl)methyl)pyrimido[4,5-c]isoquinolin-6(5H)-one